(+/-)-trans-methyl 3-((2-(5-fluoro-1H-pyrrolo[2,3-b]pyridin-3-yl)-6-phenylpyrimidin-4-yl)amino)bicyclo[2.2.2]octane-2-carboxylate FC=1C=C2C(=NC1)NC=C2C2=NC(=CC(=N2)NC2C(C1CCC2CC1)C(=O)OC)C1=CC=CC=C1